COC=1C=CC(=NC1)N1N=CC(=C1C(F)(F)F)C(=O)O 1-(5-methoxypyridin-2-yl)-5-(trifluoromethyl)-1H-pyrazole-4-carboxylic acid